OC(CN(CCCNC(CCCCCCCCCCCCCCCCC)=O)CCCOCCCC)CO N-[3-[(2,3-dihydroxypropyl)(3-butoxypropyl)amino]propyl]stearamide